OCCCCCCN(CCCCCC(=O)N(CCCCCCCC)CCCCCCCC)CCCCCC(=O)N(CCCCCCCC)CCCCCCCC 6,6'-((6-Hydroxyhexyl)Azanediyl)Bis(N,N-Dioctylhexanamide)